(S)-4-((2-(4-(4-chlorophenyl)-2,3,9-trimethyl-6H-thieno[3,2-f][1,2,4]triazolo[4,3-a][1,4]diazepin-6-yl)acetamido)methyl)benzoic acid ClC1=CC=C(C=C1)C1=N[C@H](C=2N(C3=C1C(=C(S3)C)C)C(=NN2)C)CC(=O)NCC2=CC=C(C(=O)O)C=C2